2,3,5-trimethyloctane CC(C)C(CC(CCC)C)C